C1=C(C=C(C(=C1C(=O)O)NCCCCCC(=O)N[C@@H]2[C@H]([C@@H]([C@H](O[C@H]2O)CO)O)O)[N+](=O)[O-])[N+](=O)[O-] The molecule is an N-acyl-beta-D-glucosamine where the N-acyl group is specified as 6-[(2-carboxy-4,6-dinitrophenyl)amino]hexanoyl. It is a N-acyl-beta-D-glucosamine, a C-nitro compound and a member of benzoic acids.